(S)-ammonium lactate C(C(O)C)(=O)[O-].[NH4+]